C(#N)CC(C)(O)C1=CC=2N(C=C1)C(=CN2)C2=CC(=C(C(=O)NC1CC1)C(=C2)OC)OC(F)F 4-[7-(2-cyano-1-hydroxy-1-methyl-ethyl)imidazo[1,2-a]pyridin-3-yl]-N-cyclopropyl-2-(difluoromethoxy)-6-methoxy-benzamide